ClC=1C=C(C=CC1C#N)N1C[C@@H](N(C[C@H]1C)C(=O)NC=1C=NC(=CC1)N1CCC(CC1)CO)C (2S,5R)-4-(3-chloro-4-cyanophenyl)-N-(6-(4-(hydroxymethyl)piperidin-1-yl)pyridin-3-yl)-2,5-dimethylpiperazine-1-carboxamide